FC=1N=C2C(=CC=NC2=CC1)C1=C(C=2C(NCC(C2N1)COC)=O)I 2-(6-fluoro-1,5-naphthyridin-4-yl)-3-iodo-7-(methoxymethyl)-1h,5h,6h,7h-pyrrolo[3,2-c]pyridin-4-one